2-(3-chloro-4-fluorophenoxy)-1-(3-chloro-4-fluorophenyl)ethan-1-amine ClC=1C=C(OCC(N)C2=CC(=C(C=C2)F)Cl)C=CC1F